2-cyclopropyl-6-oxo-1-(2-(pyrrolidin-1-yl)ethyl)-1,6-dihydropyrimidine-4-carboxamide C1(CC1)C=1N(C(C=C(N1)C(=O)N)=O)CCN1CCCC1